OC1=C(C(=O)C2=CC=C(C=C2)Br)C=CC(=C1)OC 2-hydroxy-4-methoxy-4'-bromobenzophenone